2-bromo-N-(2-(2-fluorobenzyl)-4-methylphenyl)acetamide BrCC(=O)NC1=C(C=C(C=C1)C)CC1=C(C=CC=C1)F